(2R,3S,5R)-5-(6-amino-8-bromo-9H-purin-9-yl)-2-(hydroxymethyl)tetrahydrofuran-3-ol Ethyl-2-(7-bromo-5-(cyclopropylmethoxy)benzo[b]thiophen-2-yl)-4-methylthiazole-5-carboxylate C(C)S1C(=NC(=C1C(=O)O[C@@H]1[C@H](O[C@H](C1)N1C2=NC=NC(=C2N=C1Br)N)CO)C)C1=CC2=C(S1)C(=CC(=C2)OCC2CC2)Br